(2-fluoro-phenyl)-piperazine-1-carboxylic acid (4-benzylcarbamoyl-[1,2,3]thiadiazol-5-yl)-amide C(C1=CC=CC=C1)NC(=O)C=1N=NSC1NC(=O)N1C(CNCC1)C1=C(C=CC=C1)F